Cl.N[C@H](C(=O)NC=1C=C2C=C(NC2=CC1)C(=O)O)CC1=CC=CC=C1 (S)-5-(2-amino-3-phenylpropionamido)-1H-indole-2-carboxylate hydrochloride